C(O[C@@H]1CS(C=C1)(=O)=O)(OC1=CC=C(C=C1)[N+](=O)[O-])=O (S)-1,1-dioxido-2,3-dihydrothiophen-3-yl (4-nitrophenyl) carbonate